2-(4-((4S,5R)-2-(4-tert-butyl-2-ethoxyphenyl)-4,5-bis(4-chlorophenyl)-4,5-dimethyl-4,5-dihydro-1H-imidazole-1-carbonyl)piperazin-1-yl)acetic acid C(C)(C)(C)C1=CC(=C(C=C1)C=1N([C@]([C@](N1)(C)C1=CC=C(C=C1)Cl)(C)C1=CC=C(C=C1)Cl)C(=O)N1CCN(CC1)CC(=O)O)OCC